C(C)(C)(C)OC(=O)N[C@H](C(=O)OC)C[C@H](C(=O)OC)[C@@H](CO[Si](C)(C)C(C)(C)C)C=C dimethyl (2S,4S)-2-((tert-butoxycarbonyl)amino)-4-((S)-1-((tert-butyldimethylsilyl)oxy)but-3-en-2-yl)pentanedioate